(E)-3-methoxy-2-[2-[(5-methoxy-1,3-benzothiazol-2-yl)sulfanylmethyl]phenyl]prop-2-enoic acid methyl ester COC(\C(=C\OC)\C1=C(C=CC=C1)CSC=1SC2=C(N1)C=C(C=C2)OC)=O